6-(3-chlorophenyl)-N-[(2,4-dimethoxyphenyl)methyl]Phthalazin-1-amine ClC=1C=C(C=CC1)C=1C=C2C=NN=C(C2=CC1)NCC1=C(C=C(C=C1)OC)OC